C(#N)CCCCC(=O)O Cyanopropyl-acetic acid